benzyl (R)-3-((tert-butoxycarbonyl) amino)-4-oxobutyrate C(C)(C)(C)OC(=O)N[C@H](CC(=O)OCC1=CC=CC=C1)C=O